Nitroso-tert-butane CC(C)(C)N=O